(S)-N-(2,3-Dihydroxypropyl)-3-(2-(4-fluorophenyl)-1H-pyrrolo[2,3-b]pyridin-5-yl)-benzamide O[C@@H](CNC(C1=CC(=CC=C1)C=1C=C2C(=NC1)NC(=C2)C2=CC=C(C=C2)F)=O)CO